ethylhexyl (2-hydroxyethyl) terephthalate C(C1=CC=C(C(=O)OCCO)C=C1)(=O)OC(CCCCC)CC